N-(3-(3-(4-(3-isopropoxyphenoxy)-3-methylphenyl)-2-oxo-2,3-dihydro-1H-imidazo[4,5-c]pyridin-1-yl)phenyl)acrylamide C(C)(C)OC=1C=C(OC2=C(C=C(C=C2)N2C(N(C3=C2C=NC=C3)C=3C=C(C=CC3)NC(C=C)=O)=O)C)C=CC1